2-(1,1-difluoroethyl)-N-((1R,2S)-2-(3,4-difluorophenyl)cyclopropyl)-6-methylthieno[2,3-d]pyrimidin-4-amine FC(C)(F)C=1N=C(C2=C(N1)SC(=C2)C)N[C@H]2[C@@H](C2)C2=CC(=C(C=C2)F)F